methyl 1-(2-cyanobenzyl)-1H-1,2,4-triazole-3-carboxylate C(#N)C1=C(CN2N=C(N=C2)C(=O)OC)C=CC=C1